Cl.ClC1=C(C=CC(=C1)Cl)C=1CCCC2=C(C1C1=CC=C(C=C1)CC1CN(CC1)CCC(F)F)C=CC(=C2)O 8-(2,4-dichlorophenyl)-9-(4-((1-(3,3-difluoropropyl)pyrrolidin-3-yl)methyl)phenyl)-6,7-dihydro-5H-benzo[7]annulen-3-ol hydrochloride